1-BROMO-5-CHLORO-2-(DIFLUOROMETHOXY)-4-METHYLBENZENE BrC1=C(C=C(C(=C1)Cl)C)OC(F)F